CN(C=1C2=C(N=CN1)N(C1=C2N=CC=C1)[C@H]1[C@H](OC(C2=CC=CC=C2)=O)[C@H](OC(C2=CC=CC=C2)=O)[C@H](O1)COC(C1=CC=CC=C1)=O)C 4-(Dimethylamino)-9-(2,3,5-tri-O-benzoyl-β-D-ribofuranosyl)-9H-pyrido[2',3':4,5]pyrrolo[2,3-d]pyrimidine